6-fluoro-3-phenyl-1,2,3,4-tetrahydroquinoline FC=1C=C2CC(CNC2=CC1)C1=CC=CC=C1